5-(5-(cis-3-(4-(difluoromethyl)-3-fluorophenyl)cyclobutoxy)pyrazin-2-yl)-3-(methoxymethoxy)isoxazole FC(C1=C(C=C(C=C1)[C@H]1C[C@H](C1)OC=1N=CC(=NC1)C1=CC(=NO1)OCOC)F)F